(R)-6-(6-acetyl-2,6-diazaspiro[3.3]heptan-2-yl)-3-((4-hydroxy-1-(3-phenylbutanoyl)piperidin-4-yl)methyl)pyrimidin-4(3H)-one C(C)(=O)N1CC2(CN(C2)C2=CC(N(C=N2)CC2(CCN(CC2)C(C[C@@H](C)C2=CC=CC=C2)=O)O)=O)C1